COC=1C=CC2=C(C(N3[C@H](C=4N2C=NC4C(=O)OCC)CCC3)=O)C1 ethyl (13aS)-7-methoxy-9-oxo-11,12,13,13a-tetrahydro-9H-imidazo[1,5-a]pyrrolo[2,1-c][1,4]benzodiazepine-1-carboxylate